[N+](=O)([O-])C1=C(CNC([O-])=O)C=CC=C1 o-Nitrobenzylcarbamat